CC1(OCC(CO1)(C)C)CCC 2,5,5-trimethyl-2-propyl-[1,3]dioxane